(1S,3R)-1-(1,3-benzodioxol-5-yl)-2-(chloroacetyl)-2,3,4,9-tetrahydro-1H-pyrido[3,4-B]indole-3-carboxylic acid methyl ester COC(=O)[C@H]1CC2=C(NC3=CC=CC=C23)[C@@H](N1C(CCl)=O)C1=CC2=C(OCO2)C=C1